(z)-3-hexen-1-ylmethyl carbonate C(OCCC\C=C/CC)([O-])=O